2-[[4-[6-[(4-cyano-2-fluoro-phenyl)methoxy]-2-pyridyl]-1-piperidyl]methyl]-7-(1-methylpyrazol-3-yl)-3-[[(2S)-oxetan-2-yl]methyl]benzimidazole-5-carboxylic acid C(#N)C1=CC(=C(C=C1)COC1=CC=CC(=N1)C1CCN(CC1)CC=1N(C2=C(N1)C(=CC(=C2)C(=O)O)C2=NN(C=C2)C)C[C@H]2OCC2)F